COC=1C=C(C(=O)N2CC(NC3=CC(=CC=C23)C(C)=O)=O)C=C(C1OC)OC 4-(3,4,5-trimethoxybenzoyl)-7-acetyl-3,4-dihydroquinoxalin-2(1H)-one